2-{2-ethyl-6-[(3R)-morpholin-3-ylmethyl]-5,8-dioxo-5,6,7,8-tetrahydro-4H-pyrazolo[1,5-a]pyrrolo[3,4-d]pyrimidin-4-yl}-N-(5-fluoropyridin-2-yl)acetamide C(C)C1=NN2C(N(C3=C(C2=O)CN(C3=O)C[C@H]3NCCOC3)CC(=O)NC3=NC=C(C=C3)F)=C1